N,N-Diethyl-5-Aminosulfonyl-4-chloro-2-[(2-furanylmethyl)amino]benzamide p-Cresyl-isovalerate C1(=CC=C(C=C1)C)OC(CC(C)C)=O.C(C)N(C(C1=C(C=C(C(=C1)S(=O)(=O)N)Cl)NCC=1OC=CC1)=O)CC